dimethylaminopropyl-(propylamino)amine CN(C)CCCNNCCC